C(C)OC=1C=C(C=CC1CNCC(C)C)C1=CC(=NC=N1)NCCN1C(=CC2=C(C=CC(=C12)F)OC)C {6-[3-Ethoxy-4-(isobutylamino-methyl)-phenyl]-pyrimidin-4-yl}-[2-(7-fluoro-4-methoxy-2-methyl-indol-1-yl)-ethyl]-amine